[Br-].C[NH+](CCCCCCCCCCCCCC)C N,N-Dimethyl-N-Tetradecylammonium Bromid